FC1=C(CNC(C2=CC(=CC=C2)C)=NO)C=CC=C1 N-(2-fluorobenzyl)-N'-hydroxy-3-methylbenzamidine